ClC1=CC=CC2=C1C1=C(O2)C=CC=C1C1=CC=CC=2OC3=C(C21)C(=CC=C3)C3=CC=CC=C3 9'-chloro-9-phenyl-2,3'-bidibenzo[b,d]furan